1-(4-bromo-2-methylphenyl)piperidine-4-carboxylic acid ethyl ester C(C)OC(=O)C1CCN(CC1)C1=C(C=C(C=C1)Br)C